CN1N=C2C(=C1OS(=O)(=O)C(F)(F)F)C[C@@H]1CCC[C@H]2N1C(=O)OC(C)(C)C tert-Butyl (5S,9R)-2-methyl-3-(((trifluoromethyl)sulfonyl) oxy)-4,5,6,7,8,9-hexahydro-2H-5,9-epiminocycloocta[c]pyrazole-10-carboxylate